CC(CCC(CO)CC)C 5-methyl-2-ethyl-1-hexanol